C1(CC1)C(=O)NC1=CC(=C(N=N1)C(=O)NC([2H])([2H])[2H])NC1=C(C(=CC=C1)C=1OC=2CNCCC2N1)OC 6-(cyclopropanecarboxamido)-4-((2-methoxy-3-(4,5,6,7-tetrahydrooxazolo[5,4-c]pyridin-2-yl)phenyl)amino)-N-(methyl-d3)pyridazine-3-carboxamide